FC1=C(C(=CC=C1)C)N1N=C2C(=CC1=O)NN=C2C2=CC=C1C[C@H](N(CC1=C2)C)COC (S)-5-(2-Fluoro-6-methylphenyl)-3-(3-(methoxymethyl)-2-methyl-1,2,3,4-tetrahydroisochinolin-7-yl)-1H-pyrazolo[4,3-c]pyridazin-6(5H)-on